ClC1=NC2=C(C(=CC=C2C(=N1)Cl)F)OC 2,4-dichloro-7-fluoro-8-methoxyquinazoline